N-butanoyl-Alanine C(CCC)(=O)N[C@@H](C)C(=O)O